tert-Butyl 7-((5-cyclopropyl-6-methoxypyridin-2-yl)oxy)-2-azaspiro[3.5]nonane-2-carboxylate C1(CC1)C=1C=CC(=NC1OC)OC1CCC2(CN(C2)C(=O)OC(C)(C)C)CC1